CC(CCCCCCCCCCCCCCCC)(CCCCCCCCCCCCC)O 17-methyl-17-triacontanol